C(C=C)N1CCCC2=CC3=C(C=C12)[Si]1(CCCCC1)C1=C(C=C2CCCN(C2=C1)CC=C)C31OC(C3=CC=C(C=C31)C(=O)O)=O 1',11'-diallyl-3-oxo-1',2',3',4',8',9',10',11'-octahydro-3H-dispiro[isobenzofuran-1,6'-silino[3,2-g:5,6-g']diquinoline-13',1''-silinane]-6-carboxylic acid